Tert-butyl (1-((trifluoromethyl)sulfonyl)piperidin-4-yl)carbamate FC(S(=O)(=O)N1CCC(CC1)NC(OC(C)(C)C)=O)(F)F